3-[2-(1-chlorocyclopropyl)-3-(3-chlorophenyl)-2-hydroxy-propyl]imidazole-4-carbonitrile ClC1(CC1)C(CN1C=NC=C1C#N)(CC1=CC(=CC=C1)Cl)O